3,4-epoxycyclohexylmethyl-3,4-epoxycyclohexylcarboxylat C1(CC2C(CC1)O2)COC(=O)C2CC1C(CC2)O1